N12CCN(C[C@H]2CCC1)C1=NC=C(C=C1)NC1=NC=C(C(=N1)NC=1C=CC2=C(NC(O2)=O)C1)C N2-[2-(R-1,4-diazabicyclo[4.3.0]nonan-4-yl)pyridin-5-yl]-5-methyl-N4-(2-oxo-2,3-dihydro-1,3-benzoxazol-5-yl)-2,4-pyrimidinediamine